2-methyl-styrene Ethyl-(S)-3-(2'-((allyloxy)methyl)-5-cyclopropyl-4-fluoro-4',6'-dimethyl-[1,1'-biphenyl]-3-yl)-3-aminopropanoate hydrochloride Cl.C(C)OC(C[C@H](N)C=1C=C(C=C(C1F)C1CC1)C1=C(C=C(C=C1C)C)COCC=C)=O.CC1=C(C=C)C=CC=C1